(E)-4-(hydroxy(4-methoxyphenyl)methyl)-2-(2-phenylhydrazino)pent-4-enoic acid ethyl ester C(C)OC(C(CC(=C)C(C1=CC=C(C=C1)OC)O)NNC1=CC=CC=C1)=O